(R)-1-[5-(ethylsulfonimidoyl)-6-[5-methoxy-3-methyl-4-oxo-6-(trifluoromethyl)imidazo[4,5-c]pyridin-2-yl]-3-pyridyl]cyclopropanecarbonitrile C(C)[S@](=O)(=N)C=1C=C(C=NC1C1=NC2=C(C(N(C(=C2)C(F)(F)F)OC)=O)N1C)C1(CC1)C#N